peroxynitric acid [N+](=O)([O-])OO